2,2,2-trifluoro-N-((5-hydroxy-1-(4-(trifluoromethyl)phenyl)-1H-indazol-3-yl)methyl)acetamide FC(C(=O)NCC1=NN(C2=CC=C(C=C12)O)C1=CC=C(C=C1)C(F)(F)F)(F)F